CC1=C(N=C(O1)C1=CC=C2C=CC=NC2=C1)CC1=CC=C(C=C1)OC1=CC=CC=C1 5-methyl-4-(4-phenoxybenzyl)-2-(quinolin-7-yl)oxazole